tert-butyl 2-[4-[6-[[5-fluoro-4-(8-fluoro-4-isopropyl-2,3-dihydro-1,4-benzoxazin-6-yl)pyrimidin-2-yl] amino]-3-pyridyl]-1-piperidyl]-7-azaspiro[3.5]nonane-7-carboxylate FC=1C(=NC(=NC1)NC1=CC=C(C=N1)C1CCN(CC1)C1CC2(C1)CCN(CC2)C(=O)OC(C)(C)C)C=2C=C(C1=C(N(CCO1)C(C)C)C2)F